6-chloro-8-(3-(2-fluoropropan-2-yl)azetidin-1-yl)imidazo[1,2-b]pyridazine ClC=1C=C(C=2N(N1)C=CN2)N2CC(C2)C(C)(C)F